1-(3,5-dichloropyridin-4-yl)-4-(1-(1-isopropyl-1H-tetrazol-5-yl)pentyl)piperazine ClC=1C=NC=C(C1N1CCN(CC1)C(CCCC)C1=NN=NN1C(C)C)Cl